(R)-4-Boc-3-morpholineacetic acid C(=O)(OC(C)(C)C)N1[C@@H](COCC1)CC(=O)O